Methyl 4-[(6-chloro-2-methylsulfanyl-pyrimidin-4-yl)-difluoro-methyl]cyclohexanecarboxylate ClC1=CC(=NC(=N1)SC)C(C1CCC(CC1)C(=O)OC)(F)F